C1(=CC=CC=C1)CCOC1CCNCC1 4-(2-phenylethoxy)piperidine